COC1=C(C(=CC(=C1)C1=CN=C2N1C=CC(=C2)C=2C=NN(C2)C)OC)C2=NOC(=N2)CC 3-[2,6-dimethoxy-4-[7-(1-methylpyrazol-4-yl)imidazo[1,2-a]pyridin-3-yl]phenyl]-5-ethyl-1,2,4-oxadiazole